OC1SC(SC1)O 2,5-dihydroxy-1,4-dithiolane